N,N,N'-triethylpropanediamine C(C)N(C(CC)NCC)CC